C(C)(C)C1=CC=C(C=C1)C1=CC(=CC=C1)S(=O)(=O)N1CC(CCC1)C1=C(OCC(C(=O)NS(=O)(=O)C2=CC=C(C=C2)[N+](=O)[O-])C)C=CC=C1 3-(1-((4'-isopropyl-[1,1'-biphenyl]-3-yl)sulfonyl)piperidin-3-ylphenoxy)-2-methyl-N-((4-nitrophenyl)sulfonyl)propanamide